C1=CC=C2C(=C1)C=C3C=CC=CC3=N2 The molecule is a polycyclic heteroarene that is anthracene in which one of the central CH groups is replaced by a nitrogen atom. It has a role as a genotoxin. It is a mancude organic heterotricyclic parent, a polycyclic heteroarene and a member of acridines.